C(=O)O.N1CC(C1)NC(=O)N1CCN(CC1)C(C1=C(C=C(C=C1)NC=1C=2N(C=CN1)C(=CN2)C=2C(=NN(C2)CC#N)C(F)(F)F)Cl)=O N-(azetidin-3-yl)-4-[2-chloro-4-[[3-[1-(cyanomethyl)-3-(trifluoromethyl)pyrazol-4-yl]imidazo[1,2-a]pyrazin-8-yl]amino]benzoyl]piperazine-1-carboxamide formate